P(=O)([O-])([O-])[O-].[V+5].[Na+].P(=O)([O-])([O-])[O-] sodium vanadium phosphate salt